N-(1-cyclohexyl-6-(6-methoxypyridin-3-yl)-1H-pyrazolo[3,4-d]pyrimidin-4-yl)-5-nitrothiophene-2-carboxamide C1(CCCCC1)N1N=CC=2C1=NC(=NC2NC(=O)C=2SC(=CC2)[N+](=O)[O-])C=2C=NC(=CC2)OC